BrCC1=CC=C(C(=C1C(=O)O)I)F 6-(bromomethyl)-3-fluoro-2-iodobenzoic acid